ethoxy-5-[(2R)-2-ethyl-4-[1-(trifluoromethyl)cyclopropanecarbonyl]piperazin-1-yl]-N-(1-methylazetidin-3-yl)-[2,3'-bipyridine]-6-carboxamide C(C)OC=1C(=NC(=C(C1)N1[C@@H](CN(CC1)C(=O)C1(CC1)C(F)(F)F)CC)C(=O)NC1CN(C1)C)C=1C=NC=CC1